(R)-10-methyl-3-(3-(methylamino)-6-vinylpyridazin-4-yl)-9,10,11,12-tetrahydro-8H-[1,4]diazepino[5',6':4,5]thieno[3,2-f]quinolin-8-one C[C@H]1NC(C2=C(C=3C=4C=CC(=NC4C=CC3S2)C2=C(N=NC(=C2)C=C)NC)NC1)=O